(1R,3S,4R)-N-[(1R)-1-cyano-2-[(3S)-2-oxopyrrolidin-3-yl]ethyl]-2-[2-(3,5-dichlorophenyl)-2,2-difluoro-acetyl]-5,5-difluoro-2-azabicyclo[2.2.2]octane-3-carboxamide C(#N)[C@@H](C[C@H]1C(NCC1)=O)NC(=O)[C@H]1N([C@H]2CC([C@@H]1CC2)(F)F)C(C(F)(F)C2=CC(=CC(=C2)Cl)Cl)=O